FC1CN(C1)C1=CC(=C(C=C1)F)N1N=C2N=CC(=CC2=C1)C=1C=NNC1 3-fluoro-N-{4-fluoro-3-[5-(1H-pyrazol-4-yl)-2H-pyrazolo[3,4-b]pyridin-2-yl]phenyl}azetidine